C(C)N(CC(=O)[O-])CC.[Na+] sodium N,N-diethylglycinate